O=C1NC(CCC1C1=C(C=C(C2=C1CCO2)N2CC(C2)OC(NC2=C(C=CC(=C2)Cl)F)=O)F)=O (5-chloro-2-fluorophenyl)carbamic acid 1-(4-(2,6-dioxopiperidin-3-yl)-5-fluoro-2,3-dihydrobenzofuran-7-yl)azetidin-3-yl ester